(3-methacryloxy-2-hydroxypropoxy)phenylpropane C(C(=C)C)(=O)OCC(COC(CC)C1=CC=CC=C1)O